benzyl N-cyano-N-methylcarbamate C(#N)N(C(OCC1=CC=CC=C1)=O)C